C(#N)C=1C=NN2C1C(=CC(=C2)OCC)C=2C=CC(=NC2)N2CCC(CC2)(C)NC(=O)C2(CCOCC2)NC(OC(C)(C)C)=O tert-butyl (4-((1-(5-(3-cyano-6-ethoxypyrazolo[1,5-a]pyridin-4-yl)pyridin-2-yl)-4-methylpiperidin-4-yl)carbamoyl)tetrahydro-2H-pyran-4-yl)carbamate